((3R,5R)-3-fluoro-1-azabicyclo[3.2.0]heptan-5-yl)methanol F[C@H]1CN2CC[C@@]2(C1)CO